4'-bromo-10'-(4-(piperazin-1-ylmethyl)cyclohexyl)-5'H-spiro[cyclohexane-1,7'-indolo[1,2-a]quinazolin]-5'-one BrC=1C=2C(N=C3N(C2C=CC1)C1=CC(=CC=C1C31CCCCC1)C1CCC(CC1)CN1CCNCC1)=O